OC1=CC=C(C=C1)C(C)(C)C1=CC=C(C=C1)C(C(C)C1=CC=C(C=C1)O)C1=CC=C(C=C1)O 4,4'-[1-{4-[1-(4-hydroxyphenyl)-1-methylethyl]phenyl}propylene]bisphenol